N-(3-((4-methylpiperazin-1-yl)methyl)-5-(trifluoromethyl)phenyl)-1-(pyrimidin-5-yl)indoline-6-carboxamide CN1CCN(CC1)CC=1C=C(C=C(C1)C(F)(F)F)NC(=O)C1=CC=C2CCN(C2=C1)C=1C=NC=NC1